ClC(C(=O)O)(Cl)Cl.CN(C)C(C)C N,N-dimethylisopropylamine trichloroacetate